C(C1=CC=CC=C1)[C@@](CC(F)(F)F)(C)C1=NC2=C(C=CC=C2C=C1C(=O)N)F [(1R)-1-benzyl-3,3,3-trifluoro-1-methyl-propyl]-8-fluoro-quinoline-3-carboxamide